2-(2-amino-ethyl)-7-isopropoxy-1'-((1s,4s)-4-isopropyl-cyclohexyl)-1,2-dihydro-3H-spiro[isoquinoline-4,4'-piperidin]-3-one NCCN1CC2=CC(=CC=C2C2(CCN(CC2)C2CCC(CC2)C(C)C)C1=O)OC(C)C